N-((1S,2S)-2-(6-fluoro-2,3-dimethylphenyl)-1-(5-oxo-4,5-dihydro-1,3,4-oxadiazol-2-yl)propyl)-2-methyl-2,9-diazaspiro[5.5]undecane-9-sulfonamide FC1=CC=C(C(=C1[C@@H]([C@@H](C=1OC(NN1)=O)NS(=O)(=O)N1CCC2(CCCN(C2)C)CC1)C)C)C